FC=1C(=NC=CC1)C(C)N(C(C(=O)O)=O)CC1=CC=2N(C=C1)N=CC2 2-((1-(3-Fluoropyridin-2-yl)ethyl)(pyrazolo[1,5-a]pyridin-5-ylmethyl)amino)-2-oxoacetic acid